(2S,3R,4S,5S,6S)-3,4,5-trihydroxy-6-(((4-methoxybenzyl)oxy)carbonyl)tetrahydro-2H-pyran-2-yl 8-chloro-6-(2-fluorophenyl)-4H-benzo[f]imidazo[1,2-a][1,4]diazepine-2-carboxylate ClC=1C=CC2=C(C(=NCC=3N2C=C(N3)C(=O)O[C@@H]3O[C@@H]([C@H]([C@@H]([C@H]3O)O)O)C(=O)OCC3=CC=C(C=C3)OC)C3=C(C=CC=C3)F)C1